OC1(COC1)C1=CC=C(C=C1)C(=O)N1CCC(CC1)OC=1OC2=C(C1)C=CC(=C2)C(F)(F)F (4-(3-hydroxyoxetan-3-yl)phenyl)(4-((6-(trifluoromethyl)benzofuran-2-yl)oxy)piperidin-1-yl)methanone